N[C@@H](C(=O)N[C@H](CNC(=O)C1(C(CCC(C1)C)C(C)C)O)C1=CC=CC=C1)C N-((S)-2-((R)-2-aminopropanamido)-2-phenylethyl)-1-hydroxy-2-isopropyl-5-methylcyclohexane-1-carboxamide